(2'S,7R)-2-Chloro-2',3-dimethyl-1'-[[1-(2-methylsulfonylethyl)pyrazol-4-yl]methyl]spiro[4,5-dihydrothieno[2,3-c]pyran-7,4'-piperidine]-4-ol ClC1=C(C2=C(S1)[C@@]1(C[C@@H](N(CC1)CC=1C=NN(C1)CCS(=O)(=O)C)C)OCC2O)C